P(=O)(OCN1N=C(N=C1N1C(C(CCC1)CC1=CC(=C(C=C1)Cl)F)=O)C1=CN=NC=C1C)(O)O (5-(3-(4-Chloro-3-fluorobenzyl)-2-oxopiperidin-1-yl)-3-(5-methylpyridazin-4-yl)-1H-1,2,4-triazol-1-yl)methyl dihydrogen phosphate